CC1=CC=C(C=C1)C1C(CCCC1)=O 2-(4-Methylphenyl)-cyclohexanon